N=C1NC=NC=N1 imino-1,3,5-triazine